FC(S(=O)(=O)OC=1C=C2CCOC(C2=CC1)(C)C)(F)F (1,1-Dimethyl-3,4-dihydroisochromene-6-yl) trifluoromethanesulfonate